C(C)OC(=O)[C@H]1O[C@]([C@H]([C@H]1C1=C(C(=C(C=C1)F)F)OC)OC)(C(F)(F)F)C (2s,3r,4s,5r)-3-(3,4-difluoro-2-methoxyphenyl)-4-methoxy-5-methyl-5-(trifluoromethyl)tetrahydrofuran-2-carboxylic acid ethyl ester